BrC1=C(C=O)C(=CC(=C1)F)Br 2,6-dibromo-4-fluoro-benzaldehyde